(2S,4R)-tert-butyl 4-((((9H-fluoren-9-yl)methoxy)carbonyl)amino)-2-carbamothioylpyrrolidine-1-carboxylate C1=CC=CC=2C3=CC=CC=C3C(C12)COC(=O)N[C@@H]1C[C@H](N(C1)C(=O)OC(C)(C)C)C(N)=S